1-(4-(2-methyl-4-((6-(trifluoromethyl)pyridin-3-yl)oxy)pyrimidin-5-yl)piperidin-1-yl)prop-2-en CC1=NC=C(C(=N1)OC=1C=NC(=CC1)C(F)(F)F)C1CCN(CC1)CC=C